(2-hydroxy-6-(trifluoromethyl)phenyl)boronic acid OC1=C(C(=CC=C1)C(F)(F)F)B(O)O